7-amino-3-ethyl-5-((2-(1-(1-(hydroxymethyl)cyclopropyl)-5-methyl-1H-pyrazol-3-yl)ethyl)amino)-2-methylpyrazolo[1,5-a]pyrimidine-6-carbonitrile NC1=C(C(=NC=2N1N=C(C2CC)C)NCCC2=NN(C(=C2)C)C2(CC2)CO)C#N